Methyl 2-({(2-methoxy-2-oxoethyl) [(4-methylphenyl) sulfonyl] amino} methyl)-3-nitrobenzoate COC(CN(S(=O)(=O)C1=CC=C(C=C1)C)CC1=C(C(=O)OC)C=CC=C1[N+](=O)[O-])=O